COCCN(CC[C@@H](C(=O)O)NC=1C2=C(N=CN1)N=CC=C2)CCCCC2=NC=1NCCCC1C=C2 (S)-4-((2-methoxyethyl)(4-(5,6,7,8-tetrahydro-1,8-naphthyridin-2-yl)butyl)amino)-2-(pyrido[2,3-d]pyrimidin-4-ylamino)butanoic acid